NC1=NC(=NN2C1=NC=C2CC=2C=C(C(=NC2)N2CCC(CC2)C(C(=O)N)N(C)C)C)OCCCC (1-(5-((4-amino-2-butoxyimidazo[2,1-f][1,2,4]triazin-7-yl)methyl)-3-methylpyridin-2-yl)piperidin-4-yl)-2-(dimethylamino)acetamide